N-(6-aminohexyl)aminomethyl-triethoxysilane (2S,4S)-methyl-1-benzyl-4-((4,4''-difluoro-[1,1':3',1''-terphenyl]-5'-yl)oxy)pyrrolidine-2-carboxylate COC(=O)[C@H]1N(C[C@H](C1)OC=1C=C(C=C(C1)C1=CC=C(C=C1)F)C1=CC=C(C=C1)F)CC1=CC=CC=C1.NCCCCCCNC[Si](OCC)(OCC)OCC